(3Z)-16,16-diethoxy-1,3-hexadecadiene C(C)OC(CCCCCCCCCCC\C=C/C=C)OCC